ClC1=C2C(=CC=C1)N(C(C21CCN(CC1)C(=O)C=1C=C2C=NNC2=CC1)=O)CC(=O)O 2-(4-chloro-1'-(1H-indazole-5-carbonyl)-2-oxospiro[indoline-3,4'-piperidine]-1-yl)acetic acid